O[C@@H]1[C@@H](CO[C@@H]([C@@H]1O)CO)C(=O)N(C)C (3R,4R,5R,6R)-4,5-dihydroxy-6-(hydroxymethyl)-N,N-dimethyltetrahydro-2H-pyran-3-carboxamide